(E)-4-(4-(3-(trifluoromethoxy)phenyl)thiazol-2-yl)but-3-en-2-one FC(OC=1C=C(C=CC1)C=1N=C(SC1)/C=C/C(C)=O)(F)F